FC=1C=C(C=CC1NC(C)=O)C1=C(C(=CC=C1)C1=CC=C(C=C1)OC)O N-(3-Fluoro-2'-hydroxy-4''-methoxy-[1,1':3',1''-terphenyl]-4-yl)acetamide